O1CCN(CC1)C1=CC(=C2N=C3C(C4=C(C(C3=NC2=C1)=O)N=CC=C4)=O)C(F)(F)F 9-morpholino-7-(trifluoromethyl)pyrido[2,3-b]phenazine-5,12-dione